2-Chloro-5,6,7,8-tetrahydro-1,6-naphthyridine-7-carboxylic acid methyl ester hydrochloride Cl.COC(=O)C1NCC=2C=CC(=NC2C1)Cl